3-(4-(methylsulfonyl)phenyl)-5-(piperidin-4-yl)-1,2,4-oxadiazole CS(=O)(=O)C1=CC=C(C=C1)C1=NOC(=N1)C1CCNCC1